ClC=1C=C(C=CC1F)NC(=O)C1=C(N=CN1C)C1CC2CC(CC2C1)(O)C1=C(C(=NN1C)C)F N-(3-chloro-4-fluorophenyl)-4-(5-(4-fluoro-1,3-dimethyl-1H-pyrazol-5-yl)-5-hydroxyoctahydropentalen-2-yl)-1-methyl-1H-imidazole-5-carboxamide